(1,4-diazabicyclo[3.2.2]nonan-4-yl)(3-(4-fluorophenyl)-6,6-dimethyl-6,7-dihydropyrano[4,3-c]pyrazol-1(4H)-yl)methanone N12CCN(C(CC1)CC2)C(=O)N2N=C(C1=C2CC(OC1)(C)C)C1=CC=C(C=C1)F